C(C)N1C2=NC(=NC(=C2N=C1C1=CC=NC=C1)N1CCOCC1)N1N=CC2=CC(=CC=C12)CO [1-[9-ethyl-6-morpholino-8-(4-pyridinyl)purin-2-yl]indazol-5-yl]methanol